(3,3-difluoroazetidin-1-yl)(4-(2-(4-fluorophenyl)-1H-pyrrolo[2,3-b]-pyridin-5-yl)thiazol-2-yl)-methanone FC1(CN(C1)C(=O)C=1SC=C(N1)C=1C=C2C(=NC1)NC(=C2)C2=CC=C(C=C2)F)F